CNC(C(=CC1=CC=CC=C1)C)=O N-methylphenyl-methyl-acrylamide